4-[(2R)-3-(3,4-dihydro-1H-isoquinolin-2-yl)-2-hydroxy-propyl]-1-methyl-8-(4-piperidyloxy)-2,3-dihydro-1,4-benzodiazepin-5-one dihydrochloride Cl.Cl.C1N(CCC2=CC=CC=C12)C[C@H](CN1CCN(C2=C(C1=O)C=CC(=C2)OC2CCNCC2)C)O